N-(7,1'-Dihydroxy-[1,2']binaphthalenyl-4'-yl)-4-methoxy-benzenesulfonamide OC1=CC=C2C=CC=C(C2=C1)C1=C(C2=CC=CC=C2C(=C1)NS(=O)(=O)C1=CC=C(C=C1)OC)O